3-mercaptoimidazoline-thione SN1CNCC1=S